(3R,4S)-4-(3-(2,6-bis(benzyloxy)pyridin-3-yl)-1-methyl-1H-indazol-6-yl)-3-hydroxypiperidine-1-carboxylic acid tert-butyl ester C(C)(C)(C)OC(=O)N1C[C@@H]([C@@H](CC1)C1=CC=C2C(=NN(C2=C1)C)C=1C(=NC(=CC1)OCC1=CC=CC=C1)OCC1=CC=CC=C1)O